FC1=CC(=C(C=C1)C1=CC(=CC=C1)C=1OC2=C(N1)C=C(C=C2C(F)(F)F)C(=O)N[C@H]2[C@H](CCC2)O)C2=NN=CN2C 2-(4'-Fluoro-2'-(4-methyl-4H-1,2,4-triazol-3-yl)-[1,1'-biphenyl]-3-yl)-N-((1R,2S)-2-hydroxycyclopentyl)-7-(trifluoromethyl)benzo[d]oxazole-5-carboxamide